BrC1=CC=C2CCN(CC2=C1F)C(=O)OC(C)(C)C Tert-Butyl 7-bromo-8-fluoro-3,4-dihydro-1H-isoquinoline-2-carboxylate